(2R,3R,4S,5S,6R)-2-(2-(diethoxyphosphoryl)ethyl)-6-((2-(hex-5-ynamido)quinolin-6-yl)oxy)tetrahydro-2H-pyran-3,4,5-triyl triacetate C(C)(=O)O[C@@H]1[C@H](O[C@@H]([C@H]([C@H]1OC(C)=O)OC(C)=O)OC=1C=C2C=CC(=NC2=CC1)NC(CCCC#C)=O)CCP(=O)(OCC)OCC